4-(5-bromo-3-nitropyridin-2-yl)piperazine-1-carboxylic acid tert-butyl ester C(C)(C)(C)OC(=O)N1CCN(CC1)C1=NC=C(C=C1[N+](=O)[O-])Br